F[B-](F)(F)F.NC1=CC=CC=C1 Aniline fluoroborate